CC1=CC=C(C=C1)S(=O)(=O)OC[C@@H]([C@H](COS(=O)(=O)C1=CC=C(C=C1)C)O)O (2S,3S)-2,3-dihydroxybutane-1,4-diyl bis(4-methylbenzenesulfonate)